OC1=CC=C2C(C(=COC2=C1[C@H]1[C@H](O)[C@@H](O)[C@H](O)[C@H](O1)CO)C1=CC=C(C=C1)O)=O 7,4'-dihydroxyl-8-beta-D-glucosyl-isoflavone